ClC=1C=C(C=CC1F)C(NC1=CC(=CC=C1)C(F)(F)F)C=1NC(=C(N1)S(=O)(=O)C)C N-((3-chloro-4-fluorophenyl)(5-methyl-4-(methylsulfonyl)-1H-imidazol-2-yl)methyl)-3-(trifluoromethyl)aniline